P(=O)(OCC)(OCC)OCC(=O)C1=CNC2=CC=CC=C12 diethyl [2-(indol-3-yl)-2-oxo-ethyl] phosphate